dihydrospiro[cyclobutane-1,4'-furo[2,3-g]indazole]-7'-carboxylate N1NC=C2C3(C=C4C(=C12)C=C(O4)C(=O)[O-])CCC3